BrC1=CC(=NC=C1)OC(CC([C@H](C)NC(OC(C)(C)C)=O)(F)F)([2H])[2H] tert-butyl (S)-(5-((4-bromopyridin-2-yl)oxy)-3,3-difluoropentan-2-yl-5,5-d2)carbamate